BrC=1CCCC2=C(C1C1=C(C(=CC=C1)O[C@H]1CN(CC1)CCCF)F)C=CC(=C2)C(=O)OC Methyl (R)-8-bromo-9-(2-fluoro-3-((1-(3-fluoropropyl)pyrrolidin-3-yl)oxy)phenyl)-6,7-dihydro-5H-benzo[7]annulene-3-carboxylate